[K].C(C)N1CCC(CC1)S(=O)(=O)NC(NC1=C2CCCC2=CC=2CC=CC12)=O 1-Ethyl-N-((1,2,3,7-tetrahydro-s-indacen-4-yl)carbamoyl)piperidine-4-sulfonamide, Potassium Salt